C(C)(C)(C)OC(=O)N1C=CC2=C(C(=CC(=C12)C)OC)CN1[C@@H](C[C@H](CC1)N1C(CCC1)=O)C1=CC=C(C=C1)C(=O)OC 5-methoxy-4-(((2S,4S)-2-(4-(methoxycarbonyl)phenyl)-4-(2-oxopyrrolidin-1-yl)piperidin-1-yl)methyl)-7-methyl-1H-indole-1-carboxylic acid tert-butyl ester